CC1=NC=NN1CCCC=1N=C(SC1)NC(=O)NC1=CC=CC=C1 1-(4-(3-(5-methyl-1H-1,2,4-triazol-1-yl)propyl)thiazol-2-yl)-3-phenylurea